C(C)(CC)N1C(C(=CC2=C1N=C(N=C2)N[C@@H]2CN(C[C@H](C2)F)C(=O)OC(C)(C)C)C2=CC(=C(C=C2)NS(=O)(=O)CC2=C(C=CC=C2)F)F)=O (3S,5S)-tert-butyl 3-((8-(sec-butyl)-6-(3-fluoro-4-((2-fluorophenyl)methylsulfonamido)phenyl)-7-oxo-7,8-dihydropyrido[2,3-d]pyrimidin-2-yl)amino)-5-fluoropiperidine-1-carboxylate